[Li+].P(=O)([O-])([O-])O.[NH4+] monoammonium phosphate, lithium salt